(3-(4-(benzo[d]isothiazol-3-yl)piperazin-1-yl)propoxy)-5,6-dihydro-1H-pyrrolo[3,2,1-ij]quinolin-4(2H)-one S1N=C(C2=C1C=CC=C2)N2CCN(CC2)CCCOC2CN1C(CCC3=CC=CC2=C13)=O